C1COCCN1P(N2CCOCC2)N3CCOCC3 tris(4-morpholino)phosphine